C1(CCCC1)C1(CC2=CC=C(C=C2C1)NC([C@H](C(C1CC1)C1CC1)NC(=O)C1=NON=C1C)=O)N1CC2(CC2)CNC1=O N-((2S)-1-((2-cyclopentyl-2-(6-oxo-5,7-diazaspiro[2.5]octan-5-yl)-2,3-dihydro-1H-inden-5-yl)amino)-3,3-dicyclopropyl-1-oxopropan-2-yl)-4-methyl-1,2,5-oxadiazole-3-carboxamide